(2S)-5,5-dimethyl-2-{[(pyridin-3-yl)methyl]amino}hexanoic acid CC(CC[C@@H](C(=O)O)NCC=1C=NC=CC1)(C)C